C[C@]12OC3=C([C@H](NC(N1C1=CC(=CC=C1)C(=O)N1CC4=CC=CC=C4CC1)=O)C2)C=CC=C3 (2R,6R)-2-methyl-3-(3-(1,2,3,4-tetrahydroisoquinoline-2-carbonyl)phenyl)-5,6-dihydro-2H-2,6-Methanobenzo[g][1,3,5]oxadiazocin-4(3H)-one